(S)-4-amino-2-(1-methyl-2,5-dioxopyrrolidin-3-yl)isoindoline-1,3-dione NC1=C2C(N(C(C2=CC=C1)=O)[C@@H]1C(N(C(C1)=O)C)=O)=O